CN1CC(C1)(C)[C@](O)(C1=CC=C(C=C1)C(C)C)C=1C=NC=C(C1)N1C[C@H](CC1)F (R)-(1,3-dimethyl-azetidin-3-yl)-[5-((S)-3-fluoro-pyrrolidin-1-yl)-pyridin-3-yl]-(4-isopropyl-phenyl)-methanol